NC1=NC=CC=C1C1=NC=2C(=NC(=CC2)C2=CC=CC=C2)N1C1=CC=C(CN2CC(CCCC2)NC#N)C=C1 N-(1-(4-(2-(2-Aminopyridin-3-yl)-5-phenyl-3H-imidazo[4,5-b]pyridin-3-yl)benzyl)azepan-3-yl)cyanamide